C(CCCCCCCCCCC)[SH+]CC S-lauryl-S-ethylsulfonium